BrC1=CC(=NC=C1)NC(CC1=CC(=CC=C1)Cl)=O N-(4-bromopyridin-2-yl)-2-(3-chlorophenyl)acetamide